4-Cyclohexyl-N-(4-((4-(trifluoromethyl)benzyl)amino)phenyl)butanamid C1(CCCCC1)CCCC(=O)NC1=CC=C(C=C1)NCC1=CC=C(C=C1)C(F)(F)F